O1CCN(CC1)C=1C2=C(N=CN1)N(C(=C2)C2=CC=C(C=C2)SC=2C=NC(=NC2)N2CCN(CC2)C(=O)OC(C)(C)C)COCC[Si](C)(C)C tert-butyl 4-(5-((4-(4-morpholino-7-((2-(trimethylsilyl)ethoxy)methyl)-7H-pyrrolo[2,3-d]pyrimidin-6-yl)phenyl)thio)pyrimidin-2-yl)piperazine-1-carboxylate